C(#N)C=1C(=C(C(=C(C1C1=NC(=NC(=N1)C1=CC=CC=C1)C1=CC=CC=C1)N1C2=CC=C(C=C2C=2C=C(C=CC12)C#N)C#N)N1C2=CC=C(C=C2C=2C=C(C=CC12)C#N)C#N)N1C2=CC=C(C=C2C=2C=C(C=CC12)C#N)C#N)N1C2=CC=C(C=C2C=2C=C(C=CC12)C#N)C#N 9,9',9'',9'''-(5-cyano-6-(4,6-diphenyl-1,3,5-triazin-2-yl)benzene-1,2,3,4-tetrayl)tetrakis(9H-carbazole-3,6-dicarbonitrile)